4-(N-ACETYLSULFAMOYL)PHENYLBORONIC ACID B(C1=CC=C(C=C1)S(=O)(=O)NC(=O)C)(O)O